3-(3-chloro-4-fluorophenyl)-5-(2-(3,3-difluoroazetidin-1-yl)-2-oxoethyl)thieno[2,3-d]pyridazin-4(5H)-one ClC=1C=C(C=CC1F)C1=CSC=2C=NN(C(C21)=O)CC(=O)N2CC(C2)(F)F